4-(2,4,5-trimethoxyphenyl)-4-oxobutanoic acid COC1=C(C=C(C(=C1)OC)OC)C(CCC(=O)O)=O